3-(6-bromo-3-(1-methyl-1H-imidazo[4,5-c]pyridin-7-yl)-2,4-dioxo-3,4-dihydrothieno[3,2-d]pyrimidin-1(2H)-yl)propionitrile BrC1=CC=2N(C(N(C(C2S1)=O)C=1C2=C(C=NC1)N=CN2C)=O)CCC#N